7-(cyclopentyloxy)-N-(1-methyl-1H-pyrazol-3-yl)-2-(1-methyl-2-oxabicyclo[2.2.1]hept-4-yl)imidazo[1,2-a]pyridine-6-carboxamide C1(CCCC1)OC1=CC=2N(C=C1C(=O)NC1=NN(C=C1)C)C=C(N2)C21COC(CC2)(C1)C